NC1=C2C(=NC=N1)N(N=C2C2=CC(=C(C=C2)OC)C)C(C)C2=NC1=CC=CC=C1C(N2C2CC2)=O 2-(1-(4-amino-3-(4-methoxy-3-methylphenyl)-1H-pyrazolo[3,4-d]pyrimidin-1-yl)ethyl)-3-cyclopropylquinazolin-4(3H)-one